1-(Oxazol-5-ylmethyl)-3-(4-(pyridin-4-ylsulfonyl)phenyl)urea O1C=NC=C1CNC(=O)NC1=CC=C(C=C1)S(=O)(=O)C1=CC=NC=C1